diethyldimethylphosphine C(C)C(PC)CC